bis(4-(tert-butyl)phenyl)phosphinic fluoride C(C)(C)(C)C1=CC=C(C=C1)P(=O)(C1=CC=C(C=C1)C(C)(C)C)F